[Al].N(=O)N(O)C1=CC=CC=C1.N(=O)N(O)C1=CC=CC=C1.N(=O)N(O)C1=CC=CC=C1 tri(N-nitroso-N-phenylhydroxylamine) aluminum salt